(S)-2-(methylamino)-N-(2-(4'-(trifluoromethyl)-[1,1'-biphenyl]-4-yl)ethyl)butanamide hydrochloride Cl.CN[C@H](C(=O)NCCC1=CC=C(C=C1)C1=CC=C(C=C1)C(F)(F)F)CC